FC(C(=O)O)(F)F.C(CCCCCCCCC)C1=CC=C(C=C1)NC(=O)N1CCC12CNC2 N-(4-decylphenyl)-1,6-diazaspiro[3.3]heptane-1-carboxamide 2,2,2-trifluoroacetate